C(#C)C=1C=NN(C1)CCN1CCOCC1 4-(2-(4-ethynyl-pyrazol-1-yl)ethyl)morpholine